benzyl 3-fluoro-4-[[6-[3-(2-methoxy-4-methylsulfonyl-anilino)prop-1-ynyl]-1-(2,2,2-trifluoroethyl)benzimidazole-4-carbonyl]amino]-5-methyl-piperidine-1-carboxylate FC1CN(CC(C1NC(=O)C1=CC(=CC=2N(C=NC21)CC(F)(F)F)C#CCNC2=C(C=C(C=C2)S(=O)(=O)C)OC)C)C(=O)OCC2=CC=CC=C2